ClC=1C=NC=C(C1[C@@H](C)OC=1C=C2C(=NNC2=CC1)C=1C=CC(=NC1)N1CCN(CC1)C(=O)OC)Cl Methyl 4-[5-[5-[(1R)-1-(3,5-dichloro-4-pyridyl) ethoxy]-1H-indazol-3-yl]-2-pyridyl]piperazine-1-carboxylate